1-(2-(1H-pyrazolo[3,4-b]pyridine-4-carbonyl)-2-azaspiro[3.3]heptan-6-yl)-1-methyl-3-(4-(trifluoromethoxy)pyridin-2-yl)urea N1N=CC2=C1N=CC=C2C(=O)N2CC1(C2)CC(C1)N(C(=O)NC1=NC=CC(=C1)OC(F)(F)F)C